4-(7-ethyl-3-quinolylamino)-2-[3-methoxy-4-(3-piperidinopropoxy)phenylamino]pyrimidine C(C)C1=CC=C2C=C(C=NC2=C1)NC1=NC(=NC=C1)NC1=CC(=C(C=C1)OCCCN1CCCCC1)OC